(4-(difluoromethyl)phenyl)-8a-hydroxy-1-methoxy-8-oxo-6-phenyl-5a,7,8,8a-tetrahydro-6H-cyclopenta[4,5]furo[3,2-c]pyridine-7-carboxylate FC(C1=CC=C(C=C1)OC(=O)C1C(C2C(C=3C(=NC=CC3O2)OC)(C1=O)O)C1=CC=CC=C1)F